COC1=CC=C(CN2C(=NN=C2C)C2=C(C=CC(=C2)[N+](=O)[O-])O)C=C1 2-(4-(4-methoxybenzyl)-5-methyl-4H-1,2,4-triazol-3-yl)-4-nitrophenol